5-(1-(2,2-difluorocyclopropyl)-3-(trifluoromethyl)-1H-pyrazol-4-yl)-1-methyl-N-(4-(2-oxopyrrolidin-1-yl)phenyl)-1H-imidazole-2-carboxamide FC1(C(C1)N1N=C(C(=C1)C1=CN=C(N1C)C(=O)NC1=CC=C(C=C1)N1C(CCC1)=O)C(F)(F)F)F